imidazo[1,2-a]pyridin-5-amine N=1C=CN2C1C=CC=C2N